FC(OC1=CC=C(C=C1)NC1=NC=CN=C1NC1=CC=C(C=C1)OC(F)(F)F)(F)F N2,N3-bis(4-(trifluoromethoxy)phenyl)pyrazine-2,3-diamine